3-[6-Fluoro-3-methyl-2-oxo-5-[1-(4-piperidylmethyl)-4-piperidyl]benzimidazol-1-yl]piperidine-2,6-dione FC=1C(=CC2=C(N(C(N2C)=O)C2C(NC(CC2)=O)=O)C1)C1CCN(CC1)CC1CCNCC1